CC1=NC=CC2=C1NC3=CC(=C(C=C23)Br)OC.Br The molecule is a hydrobromide salt prepared from 6-bromoharmine and 1 equivalent of hydrogen bromide. It is semisynthetic derivative of harmine and has been shown to exhibit significant anti-HIV activity. It contains a 6-bromoharminium(1+).